NC(C(=O)O)CC1=CC=C(C=C1)C1=CC=C(C=C1)C=1N=NC(=NN1)C 2-amino-3-(4'-(6-methyl-1,2,4,5-tetrazin-3-yl)-[1,1'-biphenyl]-4-yl)propionic acid